O[C@@]1(CC[C@@H]2[C@H]3CC[C@@]4([C@H](CC[C@H]4[C@@H]3CC[C@H]2C1)C(=O)NC1=NC(=CC=C1)C)C)COC (3R,5S,8R,9R,10S,13S,14S,17S)-3-hydroxy-3-(methoxymethyl)-13-methyl-N-(6-methylpyridin-2-yl)hexadecahydro-1H-cyclopenta[a]phenanthrene-17-carboxamide